NC1=NC=CC(=C1N)OC1=C(C=C(C=C1)N1C(N(CC1=O)C1=CC(=CC=C1)C(F)(F)F)=O)C(C)C 3-{4-[(2,3-diamino-4-pyridinyl)oxy]-3-isopropylphenyl}-1-[3-(trifluoromethyl)phenyl]-2,4-imidazolidinedione